CN(C(OCC1=NC=C(C=N1)C=1C=C2C(=NN(C2=CC1)CC(=O)N1[C@@H](C[C@H](C1)F)C(NC1=NC(=CC=C1)Br)=O)C(C)=O)=O)C (5-(3-acetyl-1-(2-((2S,4R)-2-((6-bromopyridin-2-yl)carbamoyl)-4-fluoropyrrolidin-1-yl)-2-oxoethyl)-1H-indazol-5-yl)pyrimidin-2-yl)methyl dimethylcarbamate